3-nitro-4-[[(tetrahydrofuran-4-yl)methyl]amino]benzene-1-sulfonamide [N+](=O)([O-])C=1C=C(C=CC1NCC1CCOC1)S(=O)(=O)N